BrC=1N=C(N2C1C=CC=C2)C(=O)OCC ethyl 1-bromoimidazo[1,5-a]pyridine-3-carboxylate